3-(chloromethyl)isoxazole-5-carboxylic acid ethyl ester C(C)OC(=O)C1=CC(=NO1)CCl